O1C=C(C2=C1C=CC=C2)C2=CCCNC2 5-(Benzofuran-3-yl)-1,2,3,6-tetrahydropyridine